C1(C=CC(N1C1=CC=C(C=C1)C(C(=O)N)CC)=O)=O (p-maleimidophenyl)butyramide